2-methyl-1,10-decylenediamine CC(CN)CCCCCCCCN